1-(4-(2,2-difluoroethoxy)pyridin-2-yl)-3-isopropyl-N-(4-methyl-1,1-dioxidotetrahydro-2H-thiopyran-4-yl)-2-oxo-2,3-dihydro-1H-benzo[d]imidazole-5-carboxamide FC(COC1=CC(=NC=C1)N1C(N(C2=C1C=CC(=C2)C(=O)NC2(CCS(CC2)(=O)=O)C)C(C)C)=O)F